CN1N=CC(=C1C)CN (1,5-dimethyl-1H-pyrazol-4-yl)methylamine